1-(3-hydroxypropyl)cyclohexanol OCCCC1(CCCCC1)O